C[Si](OC(CC[Mg]Br)(C)C)(C)C L-3-trimethylsiloxy-3-methylbutylmagnesium bromide